4-acetyl-3-methylpiperazin C(C)(=O)N1C(CNCC1)C